1-(3-Fluoro-4-methylphenyl)-3-azabicyclo[3.1.0]hexane FC=1C=C(C=CC1C)C12CNCC2C1